tin dioxide ruthenium [Ru].[Sn](=O)=O